8-hydroxypyrene-1,3,6-trisulphonic acid trisodium salt [Na+].[Na+].[Na+].OC=1C=C(C=2C=CC3=C(C=C(C=4C=CC1C2C43)S(=O)(=O)[O-])S(=O)(=O)[O-])S(=O)(=O)[O-]